Cl.Cl.FC=1C=C(C=CC1)CNC(=O)C1CCN(CC1)C(C)C1=CC=CC2=C(C=CC=C12)C#CC1CCNCC1 N-[(3-fluorophenyl)methyl]-1-[1-[5-[2-(4-piperidyl)ethynyl]-1-naphthyl]ethyl]piperidine-4-carboxamide dihydrochloride